FC1=C(C=C(C=C1)C=1C(=C(C=CC1)C)N)C 4'-fluoro-3,3'-dimethyl-[1,1'-biphenyl]-2-amine